N[C@H]1CN(CCC1)C(=O)C1=CC2=C(N(C(=N2)C2=CC=3C(=NC(=CC3)N(S(=O)(=O)C)C(F)F)N2CC2CC2)C)C=C1C (R)-N-(2-(5-(3-aminopiperidine-1-carbonyl)-1,6-dimethyl-1H-benzo[d]imidazol-2-yl)-1-(cyclopropylmethyl)-1H-pyrrolo[2,3-b]pyridin-6-yl)-N-(difluoromethyl)methanesulfonamide